1-(2-(benzo[d][1,3]dioxol-5-ylamino)-5-methylpyrimidin-4-yl)-N-(1-(3-chloro-2-fluorophenyl)-2-hydroxyethyl)-1H-pyrrole-3-amide O1COC2=C1C=CC(=C2)NC2=NC=C(C(=N2)N2C=C(C=C2)C(=O)NC(CO)C2=C(C(=CC=C2)Cl)F)C